O=C1NC(CC[C@H]1C1=NN(C2=CC(=CC=C12)N1CCC(CC1)CC(=O)O)C)=O (S)-2-(1-(3-(2,6-dioxopiperidin-3-yl)-1-methyl-1H-indazol-6-yl)piperidin-4-yl)acetic acid